C(#N)C1=CC=C(C=C1)S(=O)(=O)N1CCC2(CC(CO2)NC[C@@H](COC=2C=C(C=CC2)S(=O)(=O)NC)O)CC1 3-((2S)-3-(8-(4-cyanophenylsulfonyl)-1-oxa-8-azaspiro[4.5]decan-3-ylamino)-2-hydroxypropoxy)-N-methylbenzenesulfonamide